C(#N)C1=CC(=C(OC=2N=NC(=C(C2C(=O)OC)C)I)C=C1)OC methyl 3-(4-cyano-2-methoxy-phenoxy)-6-iodo-5-methyl-pyridazine-4-carboxylate